Rac-tert-butyl-4-((8-((1S,2S,4R)-bicyclo[2.2.1]heptan-2-yl)-7-oxo-7,8-dihydropyrido[2,3-d]pyrimidin-2-yl)amino)piperidine-1-carboxylate C(C)(C)(C)OC(=O)N1CCC(CC1)NC=1N=CC2=C(N1)N(C(C=C2)=O)[C@@H]2[C@H]1CC[C@@H](C2)C1 |r|